C(C)(=O)OC1[C@]2(C)[C@@H](C(C1O)O)[C@@H]1CCC=3C=C(C=CC3[C@H]1CC2)OCC2=CC=CC=C2 3-(phenylmethoxy)-estra-1,3,5(10)-triene-15,16,17-triol 17-acetate